[OH-].[OH-].CC1C(C(C(CC1)([N+](C)(C)C)C)(C)C)(C)C.CC1C(C(C(CC1)(C)[N+](C)(C)C)(C)C)(C)C hexamethyl-cyclohexyltrimethylammonium dihydroxide